1-Ethyl-5-(4-(morpholinomethyl)-1H-1,2,3-triazol-1-yl)-1H-indole-3-carboxylic acid C(C)N1C=C(C2=CC(=CC=C12)N1N=NC(=C1)CN1CCOCC1)C(=O)O